2,6-dimethyl-3,5-diethoxy-1,4-dihydropyridine CC=1NC(=C(CC1OCC)OCC)C